triethyleneglycol monolauryl ether C(CCCCCCCCCCC)OCCOCCOCCO